P(=O)(=O)SP(=O)=O Phosphosulfide